3,5-dicarboxybenzenesulfonyl chloride C(=O)(O)C=1C=C(C=C(C1)C(=O)O)S(=O)(=O)Cl